2-(4-(10-(4-(4,6-diphenyl-1,3,5-triazin-2-yl)phenyl)anthracen-9-yl)phenyl)-1-phenyl-1H-phenanthro[9,10-d]imidazole C1(=CC=CC=C1)C1=NC(=NC(=N1)C1=CC=CC=C1)C1=CC=C(C=C1)C1=C2C=CC=CC2=C(C2=CC=CC=C12)C1=CC=C(C=C1)C1=NC2=C(N1C1=CC=CC=C1)C1=CC=CC=C1C=1C=CC=CC12